BrC1=C(C=C(C=C1)I)SC 1-bromo-4-iodo-2-(methylthio)benzene